N1=CN=C(C2=C1C=CN2)N2CCN(CC2)CCCCCC2=CNC1=CC=C(C=C21)C#N 3-(5-(4-(5H-pyrrolo[3,2-d]pyrimidin-4-yl)piperazin-1-yl)pentyl)-5-cyano-1H-indole